C(CCC(=O)[O-])(=O)[O-].OCC[N+](C)(C)C.OCC[N+](C)(C)C di-choline succinate